N-(2'-(4,4-difluorocyclohexyl)-2,5-difluoro-[3,4'-bipyridin]-3'-yl)-5-fluoro-6-methoxynicotinamide FC1(CCC(CC1)C1=NC=CC(=C1NC(C1=CN=C(C(=C1)F)OC)=O)C=1C(=NC=C(C1)F)F)F